((S)-fluoro(2-(((3S,6S,9aS)-3-(3-(2-methoxypyridin-4-yl)azetidine-1-carbonyl)-5-oxooctahydro-1H-pyrrolo[1,2-a]azepin-6-yl)carbamoyl)benzo[b]thiophen-5-yl)methyl)phosphonic acid F[C@H](C1=CC2=C(SC(=C2)C(N[C@H]2CCC[C@@H]3N(C2=O)[C@@H](CC3)C(=O)N3CC(C3)C3=CC(=NC=C3)OC)=O)C=C1)P(O)(O)=O